OC(CN1C=C(C2=CC(=CC=C12)[N+](=O)[O-])C#N)(C)C 1-(2-hydroxy-2-methylpropyl)-5-nitro-1H-indole-3-carbonitrile